ClC=1C=C(C=C(C1CC=1C=C2C3=C(NC2=CC1)COCC3(C)C)C(F)(F)F)N3N=C(C(NC3=O)=O)C#N 2-(3-Chloro-4-((4,4-dimethyl-1,3,4,9-tetrahydropyrano[3,4-b]indol-6-yl)methyl)-5-(trifluoromethyl)phenyl)-3,5-dioxo-2,3,4,5-tetrahydro-1,2,4-triazine-6-carbonitrile